ClC=1C=C2CC(N(CC2=CN1)C1=C(C(=CC(=C1F)OC)OC)F)=O 6-chloro-2-(2,6-difluoro-3,5-dimethoxyphenyl)-1,4-dihydro-2,7-naphthyridin-3(2H)-one